(S)-(4-(4-((2-amino-2,4-dimethylpentyl)oxy)-3-(hydroxymethyl)phenyl)pyridin-2-yl)carbamic acid methyl ester COC(NC1=NC=CC(=C1)C1=CC(=C(C=C1)OC[C@@](CC(C)C)(C)N)CO)=O